ethyl 3-(3-methyl-1-(2,2,2-trifluoroethyl)-1H-pyrazol-4-yl)-3-oxopropanoate CC1=NN(C=C1C(CC(=O)OCC)=O)CC(F)(F)F